[18F]CCOC1=CC=C(C=C1)C=1N=NC=NN1 3-(4-(2-[18F]fluoroethoxy)phenyl)-1,2,4,5-tetrazine